tert-butyl N-(1-chloro-4,5,6,7-tetrahydro-2-benzothiophen-5-yl)-N-methyl-carbamate ClC=1SC=C2C1CCC(C2)N(C(OC(C)(C)C)=O)C